[Cl-].C(C(=C)C)(=O)OCC[NH2+]C1=CC=CC2=CC=CC=C12 methacryloxyethyl-naphthyl-ammonium chloride